[Mo+2].C(C)[N-]CC.C(C)[N-]CC bis(diethylamide) molybdenum